[rel-(2S,4aR,7aS)-octahydrocyclopenta[b][1,4]oxazin-2-yl]methanol O1[C@@H]2[C@H](NC[C@H]1CO)CCC2 |o1:1,2,5|